1,1-bis(4-glycidoxyphenyl)-1-phenylethane C(C1CO1)OC1=CC=C(C=C1)C(C)(C1=CC=CC=C1)C1=CC=C(C=C1)OCC1CO1